3-bromo-5-[(2-hydroxyethyl)amino]-1-[(3s,5r)-5-(methoxymethyl)-1-(prop-2-enoyl)pyrrolidin-3-yl]pyrazole-4-carboxamide BrC1=NN(C(=C1C(=O)N)NCCO)[C@@H]1CN([C@H](C1)COC)C(C=C)=O